10-(Aminomethyl)-5-(3-(5-thioxo-4,5-dihydro-1,2,4-oxadiazol-3-yl)phenyl)-1,5-dihydro-2H-naphtho[1,2-b][1,4]diazepine-2,4(3H)-dione triethylamine salt C(C)N(CC)CC.NCC1=CC=C2C=CC3=C(NC(CC(N3C3=CC(=CC=C3)C3=NOC(N3)=S)=O)=O)C2=C1